C(C1=CC=CC=C1)OC1=C(C=C2C(=NC(=NC2=C1)Cl)NC1CCN(CC1)C(C)C)OC 7-benzyloxy-2-chloro-N-(1-isopropyl-piperidin-4-yl)-6-methoxyquinazoline-4-amine